3-(3'-methoxy-4'-hydroxyphenyl)-3-keto-propanol COC=1C=C(C=CC1O)C(CCO)=O